[8-chloro-6-(trifluoromethyl)imidazo[1,2-a]pyridin-2-yl][(3S,4S)-4-(3,4-dihydroisoquinolin-2(1H)-yl)-3-hydroxypiperidin-1-yl]methanone ClC=1C=2N(C=C(C1)C(F)(F)F)C=C(N2)C(=O)N2C[C@@H]([C@H](CC2)N2CC1=CC=CC=C1CC2)O